[OH-].[Fe+2].[Mn+2].[OH-].[OH-].[OH-] manganese-iron hydroxide